6-ethoxypyrazine C(C)OC1=CN=CC=N1